ClC=1C=CC=C2C(C=C(OC12)C(=O)NCC=1N=C2N(C=C(C=C2)CNCC2CCCCC2)C1)=O 8-chloro-N-[(6-{[(cyclohexylmethyl)amino]methyl}imidazo[1,2-a]pyridin-2-yl)methyl]-4-oxo-4H-chromene-2-carboxamide